N,N-diphenyl-10H-phenoxazin-3-amine C1(=CC=CC=C1)N(C=1C=CC=2NC3=CC=CC=C3OC2C1)C1=CC=CC=C1